5-{2-[(1Z)-1-{[4-(4-bromophenoxy)phenyl]methylene}-2-methyl-1H-inden-3-yl]ethyl}-1H-1,2,3,4-tetrazole BrC1=CC=C(OC2=CC=C(C=C2)\C=C/2\C(=C(C3=CC=CC=C23)CCC2=NN=NN2)C)C=C1